(S)-4-(4-chloro-3-fluoro-benzyl)-1-(3-fluoro-5-methoxypyridin-2-yl)-3-(oxetan-3-yl)piperazine-2,5-dione ClC1=C(C=C(CN2[C@H](C(N(CC2=O)C2=NC=C(C=C2F)OC)=O)C2COC2)C=C1)F